6-chloro-N-(5-chloro-1-cyclobutyl-1H-pyrazol-4-yl)-7-[4-(3-methyloxetan-3-yl)piperazin-1-yl]quinazolin-2-amine ClC=1C=C2C=NC(=NC2=CC1N1CCN(CC1)C1(COC1)C)NC=1C=NN(C1Cl)C1CCC1